6-(1-ethyl-5-methyl-1H-pyrazol-4-yl)-4-{[(3S,5S)-5-fluoropiperidin-3-yl]amino}pyrido[3,2-d]pyrimidine-8-carboxamide C(C)N1N=CC(=C1C)C=1C=C(C=2N=CN=C(C2N1)N[C@@H]1CNC[C@H](C1)F)C(=O)N